C(CCCCCCCCCCC)C1=C(C=CC)C=CC=C1 ortho-dodecyl-(methyl)styrene